(E)-N,N-Dimethyl-4-(methyl((S)-1-(5-((Z)-4,4,4-trifluoro-1-(3-fluoro-1H-indazol-5-yl)-2-phenyl-but-1-en-1-yl)pyridin-2-yl)piperidin-3-yl)amino)but-2-enamide CN(C(\C=C\CN([C@@H]1CN(CCC1)C1=NC=C(C=C1)\C(=C(\CC(F)(F)F)/C1=CC=CC=C1)\C=1C=C2C(=NNC2=CC1)F)C)=O)C